4-((4-(2-Isopropylthiazol-5-yl)pyridin-2-yl)((4-(4-methoxy-3-methylphenyl)bicyclo[2.2.2]octan-1-yl)methyl)carbamoyl)(trans-cyclohexyl) 3-(2-hydroxyethoxy)azetidine-1-carboxylate OCCOC1CN(C1)C(=O)O[C@@H]1CC[C@H](CC1)C(N(CC12CCC(CC1)(CC2)C2=CC(=C(C=C2)OC)C)C2=NC=CC(=C2)C2=CN=C(S2)C(C)C)=O